chloromethyl (8S,9S,10R,11S,13S,14S,17R)-17-ethoxycarbonyloxy-11-hydroxy-10,13-dimethyl-3-oxo-7,8,9,11,12,14,15,16-octahydro-6H-cyclopenta[a]phenanthrene-17-carboxylate C(C)OC(=O)O[C@@]1(CC[C@H]2[C@@H]3CCC4=CC(C=C[C@@]4([C@H]3[C@H](C[C@]12C)O)C)=O)C(=O)OCCl